N[C@@H](C(=O)O)CNC(C1=CC(=C(C(=C1)F)C)CC)=O (R)-2-amino-3-(3-ethyl-5-fluoro-4-methylbenzamido)propanoic acid